C(C)(C)C1=CC=C(C=C1O)C=CC1=CC=CC=C1 4-isopropyl-5-hydroxy-stilbene